(2-Oxo-2-(pyridin-4-yl)ethyl)carbamic acid tert-butyl ester C(C)(C)(C)OC(NCC(C1=CC=NC=C1)=O)=O